C(C)C=1C(NC=2C=C(C=NC2C1)CN1C[C@@H](N(C[C@@H]1C)C=1C=CC(=NC1)C(=O)NC)C)=O 5-((2S,5S)-4-((7-Ethyl-6-oxo-5H-1,5-naphthyridin-3-yl)methyl)-2,5-dimethylpiperazine-1-yl)-N-methylpyridine-2-carboxamide